(S)-N-(1-Amino-3-hydroxy-1-oxopropan-2-yl)-2-methyl-5-(pyridin-4-ylmethoxy)benzofuran NC([C@H](CO)N1CC=C(C=C1)COC=1C=CC2=C(C=C(O2)C)C1)=O